C(C1=CC=CC=C1)OC1=CC(=C(C=C1)N1CCC(CC1)(O)CC(=O)OC(C)(C)C)F tert-butyl 2-(1-(4-(benzyloxy)-2-fluorophenyl)-4-hydroxypiperidin-4-yl)acetate